C(CCC)[Si](O[Si](CCCC)(C)C)(C)C 1,3-dibutyltetramethyldisiloxane